1-(5-amino-2-methyl-4-oxoquinazolin-3(4H)-yl)-3-azabicyclo[3.1.1]heptane-2,4-dione NC1=C2C(N(C(=NC2=CC=C1)C)C12C(NC(C(C1)C2)=O)=O)=O